5-((4-(1-(4-((9-cyclopentyl-8-(phenylamino)-9H-purin-2-yl)amino)phenyl)piperidin-4-yl)piperazin-1-yl)methyl)-2-(2,6-dioxopiperidin-3-yl)-4-fluoroisoindoline-1,3-dione C1(CCCC1)N1C2=NC(=NC=C2N=C1NC1=CC=CC=C1)NC1=CC=C(C=C1)N1CCC(CC1)N1CCN(CC1)CC=1C(=C2C(N(C(C2=CC1)=O)C1C(NC(CC1)=O)=O)=O)F